3-[2-acetyl-3-[4-(1-propylpyrazol-4-yl)phenyl]-3,4-dihydropyrazol-5-yl]-4-benzyl-6-chloro-1H-quinolin-2-one C(C)(=O)N1N=C(CC1C1=CC=C(C=C1)C=1C=NN(C1)CCC)C=1C(NC2=CC=C(C=C2C1CC1=CC=CC=C1)Cl)=O